3-(3-chlorophenyl)-5-phenyl-4-hydroxy-1H-pyrazole ClC=1C=C(C=CC1)C1=NNC(=C1O)C1=CC=CC=C1